FC=1C=CC=2C3=C(NC(C2C1)=O)COC[C@H]3N[C@H](C)C3=CC=C(C=C3)OC (S)-8-fluoro-1-(((R)-1-(4-methoxyphenyl)ethyl)amino)-1,5-dihydro-2H-pyrano[3,4-c]isoquinolin-6(4H)-one